2-(methylthio)-7,8-dihydro-6H-thiopyrano[3,2-d]pyrimidin-4-ol CSC=1N=C(C2=C(N1)CCCS2)O